2-bromo-1H-benzo[d]Imidazole BrC1=NC2=C(N1)C=CC=C2